N1CCC(CC1)N1CCN(CC1)C1=NN=CS1 5-[4-(piperidin-4-yl)piperazin-1-yl]1,3,4-thiadiazole